FC1=C(C(=CC(=C1)I)F)OCC(F)(F)F 2,6-difluoro-4-iodotrifluoroethoxybenzene